BrC1=CN(C=2N=CN=C(C21)F)C=2C=C(C(=O)O)C=CN2 2-(5-bromo-4-fluoro-7H-pyrrolo[2,3-d]pyrimidin-7-yl)isonicotinic acid